C(C)(C)N(C1CCCCC1)[SiH3] N-isopropylcyclohexylaminosilane